2-{6-[methyl-(piperidin-4-yl)amino][1,3]thiazolo[4,5-c]pyridazin-3-yl}-5-(1H-pyrazol-4-yl)phenol hydrochloride Cl.CN(C=1SC2=C(N=NC(=C2)C2=C(C=C(C=C2)C=2C=NNC2)O)N1)C1CCNCC1